OC[C@H](C1=CC=CC=C1)NC1=NC(=NC=C1C(=O)OCC)NC1=CC=C(C=C1)S(=O)(=O)C Ethyl 4-{[(1S)-2-hydroxy-1-phenylethyl]amino}-2-{[4-(methylsulfonyl)phenyl]amino}pyrimidine-5-carboxylate